N-isoquinolin-4-ylacetamide C1=NC=C(C2=CC=CC=C12)NC(C)=O